2-Methoxy-2-methyl-propanehydrazide COC(C(=O)NN)(C)C